Thiuram disulphide NC(=S)SSC(=S)N